C(CCCCC=CCC=CCC=CCCCCC)O octadec-6,9,12-trien-1-ol